(R)-4-(2-chloro-7-(1,4-dimethyl-1H-pyrazol-5-yl)thieno[3,2-d]Pyrimidin-4-yl)-3-methylmorpholine ClC=1N=C(C2=C(N1)C(=CS2)C2=C(C=NN2C)C)N2[C@@H](COCC2)C